FC=1C=CC(=C(C(=O)N(C)C(C)C)C1)N1C=C(C=2C1=CN=CC2)C2CCC(CC2)OC2=CC=CC=C2 5-fluoro-N-isopropyl-N-methyl-2-(3-(4-phenoxycyclohexyl)-1H-pyrrolo[2,3-c]pyridin-1-yl)benzamide